tert-butyl ((5-aminopyridin-3-yl)methyl)(ethyl-d5)carbamate NC=1C=C(C=NC1)CN(C(OC(C)(C)C)=O)C(C([2H])([2H])[2H])([2H])[2H]